NC1=CC=C(S1)C(=O)OC(C)(C)C t-butyl 5-amino-2-thiophenecarboxylate